ClC1=NC=C(C(=C1)OCC=1N=C(SC1)C)C1=C(C=C(C=C1)OC)F 4-[[2-chloro-5-(2-fluoro-4-methoxy-phenyl)-4-pyridyl]oxymethyl]-2-methyl-thiazole